4-(7-(3-Amino-8-ethyl-7-fluoronaphthalen-1-yl)-6,8-difluoro-2-(((2R,7aS)-2-fluorotetrahydro-1H-pyrrolizin-7a(5H)-yl)methoxy)quinazolin-4-yl)-6-methyl-1,4-oxazepan-6-ol NC=1C=C(C2=C(C(=CC=C2C1)F)CC)C1=C(C=C2C(=NC(=NC2=C1F)OC[C@]12CCCN2C[C@@H](C1)F)N1CCOCC(C1)(O)C)F